9-benzyl-6-isopropoxy-8-(4-(2-(4-methyl-piperazin-1-yl)ethoxy)phenyl)-9H-purine C(C1=CC=CC=C1)N1C2=NC=NC(=C2N=C1C1=CC=C(C=C1)OCCN1CCN(CC1)C)OC(C)C